1,2,4-trifluoro-5-nitrobenzene FC1=C(C=C(C(=C1)[N+](=O)[O-])F)F